NC1=C(C=C(C(=N1)C1=CC=C(C=C1)F)C1=CC(=NC(=C1)C)Cl)C1=NN=C(O1)C(=O)N 5-(6-amino-2'-chloro-2-(4-fluorophenyl)-6'-methyl-[3,4'-bipyridin]-5-yl)-1,3,4-oxadiazole-2-carboxamide